ClC=1C=C(COC2=CC=C(C=C2)C2COC=3C(=CC=4CCN(CC4C3)[C@@H](CC)C3=CC=CC=C3)O2)C=CC1Cl 4-(3,4-dichlorobenzyloxy)phenyl-7-((S)-1-phenylpropyl)-2,3,6,7,8,9-hexahydro-[1,4]-dioxino[2,3-g]isoquinoline